2-(2-(benzyloxy)ethyl)-1-tosylaziridine C(C1=CC=CC=C1)OCCC1N(C1)S(=O)(=O)C1=CC=C(C)C=C1